(3R,4S)-N-[(2,4-difluorophenyl)methyl]-1,3-dimethylpiperidin-4-amine FC1=C(C=CC(=C1)F)CN[C@@H]1[C@@H](CN(CC1)C)C